5-((5-(3-(4-(tert-butyl)-6-methylpyridin-2-yl)cyclopentyl)-1H-pyrazol-3-yl)amino)-4-fluoro-1,3-dihydrobenzo[c]isothiazole 2,2-dioxide C(C)(C)(C)C1=CC(=NC(=C1)C)C1CC(CC1)C1=CC(=NN1)NC1=C(C2=C(NS(C2)(=O)=O)C=C1)F